racemic-2-phenyl-propionaldehyde C1(=CC=CC=C1)[C@H](C=O)C |r|